4-((3,6-diazabicyclo[3.1.1]heptane-6-yl)methyl)-2-(2,6-dioxopiperidin-3-yl)isoindoline C12CNCC(N1CC1=C3CN(CC3=CC=C1)C1C(NC(CC1)=O)=O)C2